ONC(=O)C1=CC2=C(OC(C(N2CC2=CC=C(C=C2)S(=O)(=O)C)=O)C)C=C1 N-hydroxy-2-methyl-4-(4-(methylsulfonyl)benzyl)-3-oxo-3,4-dihydro-2H-benzo[b][1,4]oxazine-6-carboxamide